F[C@@H]1[C@H](CNCC1)NC(OCCCC)=O butyl N-[(3s,4s)-4-fluoropiperidin-3-yl]carbamate